6-(2,6-dichloro-3,5-dimethoxyphenyl)-2-(methylthio)-N-(4-(pyrrolidin-1-yl)butyl)pyrido[3,4-d]pyrimidine-8-amine ClC1=C(C(=C(C=C1OC)OC)Cl)C1=CC2=C(N=C(N=C2)SC)C(=N1)NCCCCN1CCCC1